4-((2-(4-hydroxybenzoyl)hydrazino)sulfonyl)-5-methylfuran-2-carboxylic acid OC1=CC=C(C(=O)NNS(=O)(=O)C=2C=C(OC2C)C(=O)O)C=C1